CNC[C@H]1OCCN2C3=CC=CC=C3C(C=3C(NC(C3C=3C=4C=CC=CC4N(CC1)C3)=O)=O)=C2 (18S)-18-[(methylamino)methyl]-17-oxa-4,14,21-triazahexacyclo[19.6.1.1^{7,14}.0^{2,6}.0^{8,13}.0^{22,27}]nonacosa-1(28),2(6),7(29),8,10,12,22(27),23,25-nonaene-3,5-dione